ethyl 6-bromo-8-chloro-4-hydroxyquinoline-3-carboxylate BrC=1C=C2C(=C(C=NC2=C(C1)Cl)C(=O)OCC)O